3,5-dimethylcyclohexan-1-one O-(3-hydroxypropyl) oxime OCCCON=C1CC(CC(C1)C)C